FC=1C=CC(=C(C(=O)N(C(C)C)C(C)C)C1)OC=1C(=NC=NC1)N1C[C@@H](CC1)CN1CCC2(CC1)CCN(CC2)S(=O)(=O)C2=CC=C(C=C2)[N+](=O)[O-] (S)-5-fluoro-N,N-diisopropyl-2-((4-(3-((9-((4-nitrophenyl)sulfonyl)-3,9-Diazaspiro[5.5]undec-3-yl)methyl)pyrrolidin-1-yl)pyrimidin-5-yl)oxy)benzamide